C(C)(C)C1CCC(CC1)N1CCC(CC1)N1C(N(C2=C1C=CC(=C2)C)CCN2CCOCC2)=O 1-(1-((1S,4S)-4-isopropylcyclohexyl)piperidin-4-yl)-5-methyl-3-(2-morpholinoethyl)-1,3-dihydro-2H-benzo[d]imidazol-2-one